potassium 4-chloro-7H-pyrrolo[2,3-d]pyrimidin-7-ide ClC=1C2=C(N=CN1)[N-]C=C2.[K+]